3-((trimethylsilyl)-methyl)but-3-en-1-amine C[Si](C)(C)CC(CCN)=C